NONCC(=O)O aminooxyglycine